C(C)(=O)C1=C2C=C(C(=NC2=CC(=C1)C)C(=O)N)Br 5-acetyl-3-bromo-7-methylquinoline-2-carboxamide